N-linoleoyl-lysine C(CCCCCCC\C=C/C\C=C/CCCCC)(=O)N[C@@H](CCCCN)C(=O)O